COC(C1=C(C=C(C=C1)C(C)=O)C)=O 4-acetyl-2-Methyl-benzoic acid methyl ester